(Z)-2-[4-(1,2-diphenyl-1-butenyl)phenoxy]-N,N-dimethylethanamine 2-hydroxy-1,2,3-propanetricarboxylate OC(CC(=O)O)(CC(=O)O)C(=O)O.C1(=CC=CC=C1)/C(=C(\CC)/C1=CC=CC=C1)/C1=CC=C(OCCN(C)C)C=C1